(S)-N-(3-(3-bromophenyl)-1-(methylamino)-1-oxopropan-2-yl)-3-(p-tolyl)-1H-pyrazole-5-carboxamide BrC=1C=C(C=CC1)C[C@@H](C(=O)NC)NC(=O)C1=CC(=NN1)C1=CC=C(C=C1)C